FC1=C(C(=C(C=C1OC)OC)F)C1=CC2=C(N=C(N=C2)SC)C(=N1)NCCOC 6-(2,6-difluoro-3,5-dimethoxyphenyl)-N-(2-methoxyethyl)-2-(methylthio)pyrido[3,4-d]pyrimidine-8-amine